CC=1OC2=C(N1)C=CC(=C2)C2=C(C(=O)N)C=CC=C2 (2-methyl-1,3-benzoxazol-6-yl)benzamide